2-((5-amino-6-((2-(dimethylamino)ethyl)(methyl)amino)-2-methoxypyridin-3-yl)amino)-4-(1-cyclopropyl-1H-indol-3-yl)pyrimidine-5-carbonitrile NC=1C=C(C(=NC1N(C)CCN(C)C)OC)NC1=NC=C(C(=N1)C1=CN(C2=CC=CC=C12)C1CC1)C#N